((2R,3S,4S,5R,6S)-6-(((2S,3S,4R)-2-azido-3,4-bis(benzyloxy)octadecyl)oxy)-3,4,5-tris(benzyloxy)tetrahydro-2H-pyran-2-yl)methyl L-valinate N[C@@H](C(C)C)C(=O)OC[C@H]1O[C@@H]([C@@H]([C@H]([C@H]1OCC1=CC=CC=C1)OCC1=CC=CC=C1)OCC1=CC=CC=C1)OC[C@@H]([C@@H]([C@@H](CCCCCCCCCCCCCC)OCC1=CC=CC=C1)OCC1=CC=CC=C1)N=[N+]=[N-]